1-Cyclobutyl-3-(4-fluorophenyl)-1-(pyrazolo[1,5-a]pyridin-5-ylmethyl)urea C1(CCC1)N(C(=O)NC1=CC=C(C=C1)F)CC1=CC=2N(C=C1)N=CC2